ethyl N-((benzyloxy)carbonyl)-S-(1-methyl-4-(propan-2-ylidene)cyclohexyl)cysteinate C(C1=CC=CC=C1)OC(=O)N[C@@H](CSC1(CCC(CC1)=C(C)C)C)C(=O)OCC